COCCON(C1=CC=C(N=N1)C1=C(C=C(C=C1)C=1C=NNC1)O)C1CC(NC(C1)(C)C)(C)C 2-(6-((2-methoxyethoxy)(2,2,6,6-tetramethylpiperidin-4-yl)amino)pyridazin-3-yl)-5-(1H-pyrazol-4-yl)phenol